N,N-dicyclohexyl-2,6-benzenediamide C1(CCCCC1)N(C(=O)C1=CC(=CC=C1)C(=O)N)C1CCCCC1